C(C1=CC=CC=C1)N1CCC(CC1)NC1=NC(=NC2=CC=CC=C12)NC1=CC(=CC(=C1)Cl)Cl N4-(1-benzylpiperidin-4-yl)-N2-(3,5-dichlorophenyl)quinazoline-2,4-diamine